C(CCCCC)(=O)OCC=CCC (Z)- or (E)-2-pentenyl hexanoate